2-cyclopropyl-4-methoxy-3-pyridyl-3-[[4-[1-methyl-4-(trifluoromethyl)imidazol-2-yl]phenyl]methyl]-1H-pyrazolo[4,3-d]pyrimidine C1(CC1)C1=NC=CC(=C1N1N=C(C=2N=CN=CC21)CC2=CC=C(C=C2)C=2N(C=C(N2)C(F)(F)F)C)OC